F[C@@H]1COCC[C@@H]1NC1=C2C=C(N(C2=CC=C1)CC(F)(F)F)C1=NOC(=N1)CNC(=O)C1=CSC(=C1)C(C)(C)OC N-{[3-(4-{[(3S,4S)-3-fluorooxan-4-yl]amino}-1-(2,2,2-trifluoroethyl)-1H-indol-2-yl)-1,2,4-oxadiazol-5-yl]methyl}-5-(2-methoxypropan-2-yl)thiophene-3-carboxamide